ClC=1SC(=CN1)CNC(=N[N+](=O)[O-])NC 1-(2-chloro-1,3-thiazol-5-ylmethyl)-3-methyl-2-nitroguanidine